methyltetrazine-amine HCl salt CC1=NN=C(N=N1)C2=CC=C(C=C2)CN